O(C1=CC=CC=C1)C1=CC=C(C=C1)NC(=S)NNC(=O)C1=NC2=CC=CC=C2C=C1 N-(4-phenoxyphenyl)-2-(quinoline-2-carbonyl)hydrazine-1-carbothioamide